ethyl 2-((6-methoxypyridin-3-yl)methyl)oxazole-4-carboxylate COC1=CC=C(C=N1)CC=1OC=C(N1)C(=O)OCC